(3aR,5s,6aS)-2-((2,6-difluorophenyl)methyl-d2)-N-(6-(2,3,5-trifluorophenyl)pyridazin-3-yl)octahydrocyclopenta[c]pyrrol-5-amine FC1=C(C(=CC=C1)F)C(N1C[C@@H]2[C@H](C1)CC(C2)NC=2N=NC(=CC2)C2=C(C(=CC(=C2)F)F)F)([2H])[2H]